(2S,5R)-5-((S)-1-(4-fluorophenyl)-1,2,3,4-tetrahydroisoquinoline-2-carbonyl)dihydrofuran-3(2H)-one FC1=CC=C(C=C1)[C@@H]1N(CCC2=CC=CC=C12)C(=O)[C@H]1CC(CO1)=O